ClC1=NC2=CC(=CC=C2C(=C1)C1(CC1)NC(C1=C(C=CC(=C1)OCC1N(CC1)C)C)=O)F N-(1-(2-chloro-7-fluoroquinolin-4-yl)cyclopropyl)-2-methyl-5-((1-methylazetidin-2-yl)methoxy)benzamide